CCC(=O)[O-] 2-Ethyl-Carboxylate